diaminoisopropyl terephthalate C(C1=CC=C(C(=O)[O-])C=C1)(=O)OC(CN)(C)N